methoxyphenazine methyl-sulfate COS(=O)(=O)O.COC1=CC=CC2=NC3=CC=CC=C3N=C12